C(C1=CC=CC=C1)(=O)N1CCN(CC1)C=1N=C2N(C(C1C)=O)C=C(C=C2[C@@H](C)NC2=C(C(=O)O)C=CC=C2)C (R)-2-((1-(2-(4-benzoylpiperazin-1-yl)-3,7-dimethyl-4-oxo-4H-pyrido[1,2-a]pyrimidin-9-yl)ethyl)amino)benzoic acid